BrC=1C=C(C=CC1)C1=CC=2N(C(C(=CN2)CN(C(OC(C)(C)C)=O)CCO)=O)C=C1 tert-butyl ((8-(3-bromophenyl)-4-oxo-4H-pyrido[1,2-a]pyrimidin-3-yl)methyl)(2-hydroxyethyl)carbamate